(2R)-2-Amino-N-[5-methoxy-6-(2-methyl-1H-pyrrolo[2,3-b]pyridin-4-yl)-3-pyridyl]-4,4-dimethyl-pentanamide N[C@@H](C(=O)NC=1C=NC(=C(C1)OC)C1=C2C(=NC=C1)NC(=C2)C)CC(C)(C)C